C1(CC1)N1N=CC(=C1)C1=NC=CC(=N1)NC1=CC2=C(C=N1)C(=CN2C(C)C)N2[C@@H]([C@H](C2)CS(=O)(=O)C)C N-(2-(1-cyclopropyl-1H-pyrazol-4-yl)pyrimidin-4-yl)-1-isopropyl-3-((2R,3S)-2-methyl-3-((methanesulfonyl)methyl)azetidin-1-yl)-1H-pyrrolo[3,2-c]pyridin-6-amine